2-{[8-Fluoro-4-[4-(3-methoxy-pyrazin-2-yl)-piperidin-1-yl]-2-(1-methyl-cyclopropyl)-quinazolin-6-yl]-methyl-amino}-ethanol FC=1C=C(C=C2C(=NC(=NC12)C1(CC1)C)N1CCC(CC1)C1=NC=CN=C1OC)N(CCO)C